FC1=C(C=CC=C1C[C@@H]1N(C[C@@H]([C@@H]1NS(=O)(=O)CC)F)C(=O)N(C)C)C1=CC(=CC=C1)F (2S,3R,4S)-2-[(2,3'-difluoro[1,1'-biphenyl]-3-yl)methyl]-3-[(ethanesulfonyl)amino]-4-fluoro-N,N-dimethylpyrrolidine-1-carboxamide